2-(2-hydroxyphenyl)-4-(4-methoxyphenyl)-1,3,5-triazine OC1=C(C=CC=C1)C1=NC=NC(=N1)C1=CC=C(C=C1)OC